tert-butyl ((S)-37-amino-31-oxo-2,5,8,11,14,17,20,23,26,29-decaoxa-32-azaoctatriacontan-38-oyl)-L-alanyl-L-alanyl-L-alaninate N[C@@H](CCCCNC(COCCOCCOCCOCCOCCOCCOCCOCCOCCOC)=O)C(=O)N[C@@H](C)C(=O)N[C@@H](C)C(=O)N[C@@H](C)C(=O)OC(C)(C)C